pentamethylcyclopentadienyl(1-benzyl-benz[f]indenyl)hafnium CC1=C(C(=C(C1([Hf]C=1CC=2C=C3C(=CC2C1CC1=CC=CC=C1)C=CC=C3)C)C)C)C